(2S,4R)-rel-1-benzyl-4-(((tert-butyldiphenylsilyl)oxy)methyl)azetidine-2-carbaldehyde C(C1=CC=CC=C1)N1[C@@H](C[C@@H]1CO[Si](C1=CC=CC=C1)(C1=CC=CC=C1)C(C)(C)C)C=O |o1:8,10|